ethyl (Z)-3-amino-2-ethyl-but-2-enoate N\C(=C(/C(=O)OCC)\CC)\C